CC1(CCNCC1)COC1=CC=NC2=CC(=C(C=C12)OC(C)C)C(=O)N 4-[(4-methylpiperidin-4-yl)methoxy]-6-(prop-2-yloxy)quinoline-7-carboxamide